FC(C(=O)C=1NC(=CN1)CC1=CC=NC=C1)(F)F 2,2,2-Trifluoro-1-(5-(pyridin-4-ylmethyl)-1H-imidazol-2-yl)ethan-1-one